dihydrodihydrodihydrofolate C(CC[C@@H](C(=O)O)NC(=O)C1CCC(NCC=2CNC=3N=C(N)NC(=O)C3N2)C=C1)(=O)[O-]